7-(8-methylnaphthalen-1-yl)-2-(methylsulfanyl)-5H,7H,8H-pyrano[4,3-d]pyrimidin-4-yl trifluoromethanesulfonate FC(S(=O)(=O)OC=1C2=C(N=C(N1)SC)CC(OC2)C2=CC=CC1=CC=CC(=C21)C)(F)F